Cl.C12CNCC(C(C1)C#N)C2 3-azabicyclo[3.2.1]octane-6-carbonitrile hydrochloride